tert-butyl (R)-4-(2-(3-(3-((4-(1H-pyrazol-4-yl)benzyl)(methyl)carbamoyl) piperidin-1-yl)phenoxy)-2-methylpropanoyl)piperazine-1-carboxylate N1N=CC(=C1)C1=CC=C(CN(C(=O)[C@H]2CN(CCC2)C=2C=C(OC(C(=O)N3CCN(CC3)C(=O)OC(C)(C)C)(C)C)C=CC2)C)C=C1